2-(2-methyl-6-(7-oxa-2-azaspiro[3.5]nonan-2-yl)pyridin-3-yl)spiro[3.3]heptane-2,6-diamine CC1=NC(=CC=C1C1(CC2(C1)CC(C2)N)N)N2CC1(C2)CCOCC1